3-chloro-4-methyl-1H-pyrazole ClC1=NNC=C1C